NC=1N=C(SC1C(C1=CC=C(C=C1)OCC(=O)N(C1=NC=CC=C1)C)=O)N(C1=CC=C(C=C1)F)C(C(=O)N)C (N-[4-amino-5-[4-[2-[methyl(2-pyridyl)amino]-2-oxo-ethoxy]benzoyl]thiazol-2-yl]-4-fluoro-anilino)propanamide